2-{[4-({2-[(4-cyano-2-fluorophenoxy)methyl]pyrimidin-4-yl}oxy)piperidin-1-yl]methyl}-4-fluoro-1-{[(2S)-oxetan-2-yl]methyl}-1H-1,3-benzodiazole-6-carboxylic acid C(#N)C1=CC(=C(OCC2=NC=CC(=N2)OC2CCN(CC2)CC2=NC3=C(N2C[C@H]2OCC2)C=C(C=C3F)C(=O)O)C=C1)F